O=C1N(C(C2=C(N1)SC1=C2CCCC1)=O)C=1C=C2C=CN(C2=CC1)CCC(=O)NC([2H])([2H])[2H] 3-(5-(2,4-dioxo-1,4,5,6,7,8-hexahydrobenzo[4,5]thieno[2,3-d]pyrimidin-3(2H)-yl)-1H-indol-1-yl)-N-(methyl-d3)propanamide